(2S,4S)-N-(3-bromopropyl)-4-((tert-butyldimethylsilyl)oxy)-N-(3-chloro-4-fluorophenyl)-1-(6-methyl-4-(trifluoromethyl)pyridin-2-yl)pyrrolidine-2-carboxamide BrCCCN(C(=O)[C@H]1N(C[C@H](C1)O[Si](C)(C)C(C)(C)C)C1=NC(=CC(=C1)C(F)(F)F)C)C1=CC(=C(C=C1)F)Cl